(3-(4-(3H-imidazo[4,5-b]pyridin-7-yl)-1H-pyrazol-1-yl)phenyl)acetonitrile N1=CNC2=NC=CC(=C21)C=2C=NN(C2)C=2C=C(C=CC2)CC#N